C(C)C=1C(=NN(C1)C)[C@@H](C(C)(C)C)N (R)-1-(4-Ethyl-1-methyl-1H-pyrazol-3-yl)-2,2-dimethylpropan-1-amine